6-isopropyl-5-(8-methyl-[1,2,4]triazolo[1,5-a]pyridin-6-yl)-2-(piperidin-4-yl)-4H-pyrrolo[3,2-d]thiazole C(C)(C)C1=C(NC2=C1N=C(S2)C2CCNCC2)C=2C=C(C=1N(C2)N=CN1)C